O(C1=CC=CC=C1)C1=CC=C(C=C1)C=1C=C(N2N=CN=C(C21)N)C2CCC1(OCCO1)CC2 5-(4-Phenoxyphenyl)-7-(1,4-dioxaspiro[4.5]dec-8-yl)pyrrolo[2,1-f][1,2,4]triazin-4-amine